NC1=NN2C(N=C(C=C2)C=2C=C3CN(C(C3=C(C2)C)=O)[C@@H](C)C2CC2)=C1C(=O)NC1(CC(C1)O)C 2-amino-5-{2-[(1S)-1-cyclopropylethyl]-7-methyl-1-oxo-2,3-dihydro-1H-isoindol-5-yl}-N-[trans-3-hydroxy-1-methylcyclobutyl]pyrazolo[1,5-a]pyrimidine-3-carboxamide